2-(6-{5-chloro-2-[(oxan-4-yl)amino]pyrimidin-4-yl}-1-oxo-2,3-dihydro-1H-isoindol-2-yl)-N-[2-(3-methoxyphenyl)propan-2-yl]acetamide ClC=1C(=NC(=NC1)NC1CCOCC1)C1=CC=C2CN(C(C2=C1)=O)CC(=O)NC(C)(C)C1=CC(=CC=C1)OC